2-((4-chlorophenyl)amino)-2-oxoethyl 4-isocyanobenzoate [N+](#[C-])C1=CC=C(C(=O)OCC(=O)NC2=CC=C(C=C2)Cl)C=C1